(Z)-5-((Z)-5-methoxy-2-oxoindolin-3-ylidene)-3-phenyl-2-(phenylimino)thiazolidin-4-one COC=1C=C2/C(/C(NC2=CC1)=O)=C/1\C(N(/C(/S1)=N/C1=CC=CC=C1)C1=CC=CC=C1)=O